tert-butyl ((1R,5S,6s)-3-(2,7-dichloro-8-fluoropyrido[4,3-d]pyrimidin-4-yl)-3-azabicyclo[3.1.0]hexan-6-yl)carbamate ClC=1N=C(C2=C(N1)C(=C(N=C2)Cl)F)N2C[C@@H]1C([C@@H]1C2)NC(OC(C)(C)C)=O